Cl.C12CN(CC(CC1)N2)C2=NC=NN1C2=CC(=C1)C=1C=NN(C1)C 4-(3,8-Diazabicyclo[3.2.1]oct-3-yl)-6-(1-methyl-1H-pyrazol-4-yl)pyrrolo[2,1-f][1,2,4]triazine hydrochloride